CC1(N2C3=NC=CC=C3C(NS(C3=CC=CC(NC(CCC(C1)C2)C(C)C)=N3)(=O)=O)=O)C 12,12-dimethyl-17-(propan-2-yl)-2λ6-thia-3,9,11,18,23-pentaazatetracyclo[17.3.1.111,14.05,10]tetracosa-1(22),5,7,9,19(23),20-hexaene-2,2,4-trione